COC1=NC2=C(C=C(C=C2C=C1)C)NC(=O)C1=NC=C(N=C1)N1CCNCC1 N-(2-methoxy-6-methylquinolin-8-yl)-5-(piperazin-1-yl)pyrazine-2-carboxamide